N-(1-(methoxymethyl)-3-(((2S,3R)-2-methyloxetan-3-yl)oxy)-1H-pyrazol-4-yl)formamide COCN1N=C(C(=C1)NC=O)O[C@H]1[C@@H](OC1)C